ClC=1C=CC2=C(N(N=N2)O)C1 6-chloro-1H-benzo[d][1,2,3]triazol-1-ol